C1(=CC=CC=C1)C(C(=O)O)N1CC(C1)C(=O)N1CCC(CC1)C1=NC=2NCCCC2C=C1 2-phenyl-2-(3-(4-(5,6,7,8-tetrahydro-1,8-naphthyridin-2-yl)piperidine-1-carbonyl)azetidin-1-yl)acetic acid